N[C@H](C1CCN(CC1)C(=O)C1(CNC1)C)C1=C(C=C(C(=C1)Cl)Cl)O (R)-(4-(amino(4,5-dichloro-2-hydroxyphenyl)methyl)piperidin-1-yl)(3-methylazetidin-3-yl)methanone